2,4,5,6-Tetrakis(9H-carbazol-9-yl)isophthalonitril C1=CC=CC=2C3=CC=CC=C3N(C12)C1=C(C#N)C(=C(C(=C1C#N)N1C2=CC=CC=C2C=2C=CC=CC12)N1C2=CC=CC=C2C=2C=CC=CC12)N1C2=CC=CC=C2C=2C=CC=CC12